COCCC1OC2=C(C1O)C=CC=C2 (2-methoxyethyl)-2,3-dihydrobenzofuran-3-ol